F[B-](F)(F)F.CN1CCOCC1 methylmorpholine tetrafluoroborate